C1(CC1)C=1N=CN(C1)C=1C(=CC(=C(C=O)C1)F)C(F)F 5-(4-cyclopropyl-1H-imidazol-1-yl)-4-(difluoromethyl)-2-fluorobenzaldehyde